C(C(C)C)(=O)N1[C@@]2(CNC2=O)C[C@@H](C1)C(=O)N (4R,7S)-5-isobutyryl-1-oxo-2,5-diazaspiro[3.4]octane-7-carboxamide